N1N=C(C=C1)C=1C=CC=2C3=C(C(=NC2C1)N)N=C(N3)C[C@H]3NCCC3 (S)-7-(1H-pyrazol-3-yl)-2-(pyrrolidin-2-ylmethyl)-1H-imidazo[4,5-c]quinolin-4-amine